5-(3-cyanophenyl)-1-(2-((1R,3S,4S)-3-(6-methylpyridin-2-ylcarbamoyl)-2-azabicyclo[2.2.1]heptan-2-yl)-2-oxoethyl)-1H-indole-3-carboxamide C(#N)C=1C=C(C=CC1)C=1C=C2C(=CN(C2=CC1)CC(=O)N1[C@@H]2CC[C@H]([C@H]1C(NC1=NC(=CC=C1)C)=O)C2)C(=O)N